C(C)(=O)N1\C(\C(C2=CC=CC=C12)=O)=C/C1=NC2=CC=C(C(=C2C=C1)C1=CC=C2CCN(CC2=C1)C(C)=O)C(=O)N1CCOCC1 (Z)-1-acetyl-2-((5-(2-acetyl-1,2,3,4-tetra-hydroisoquinolin-7-yl)-6-(morpholine-4-carbonyl)-quinolin-2-yl)-methylene)indolin-3-one